trans-3-(3-((3-cyclopropylpyridin-2-yl)oxy)-2,2-dimethylpropionamido)-4-methylpyrrolidine-1-carboxylic acid tert-butyl ester C(C)(C)(C)OC(=O)N1C[C@H]([C@@H](C1)C)NC(C(COC1=NC=CC=C1C1CC1)(C)C)=O